C[Si](C)(C)[N-][Si](C)(C)C.[K+] potassium bis-(trimethylsilyl)amide